(3R,4R)-4-amino-3-methyl-1-[(4R)-4-methyl-2-(1-methylpyrazolo[3,4-b]pyridin-4-yl)-3,4-dihydro-1H-isoquinolin-6-yl]pyrrolidin-3-ol N[C@H]1[C@@](CN(C1)C=1C=C2[C@H](CN(CC2=CC1)C1=C2C(=NC=C1)N(N=C2)C)C)(O)C